bis(3,4-epoxycyclohexyl)adipate C1(CC2C(CC1)O2)OC(CCCCC(=O)OC2CC1C(CC2)O1)=O